1,3,5-tri(2-methoxy-4-aminophenoxy)benzen COC1=C(OC2=CC(=CC(=C2)OC2=C(C=C(C=C2)N)OC)OC2=C(C=C(C=C2)N)OC)C=CC(=C1)N